methylenedimethyl-naphthalene sodium [Na].C=CC1=C(C=CC2=CC=CC=C12)C